C=C1NC(C2=CC=CC=C12)=O 3-methyleneisoindolone